(S)-1-(1-but-2-ynoylpyrrolidin-3-yl)-3-(3,5-dimethoxyphenylethynyl)-4-amino-7-hydroxy-1H-pyrrolo[2,3-d]pyridazine C(C#CC)(=O)N1C[C@H](CC1)N1C=C(C=2C1=C(N=NC2N)O)C#CC2=CC(=CC(=C2)OC)OC